1-(5-((4-(7-fluoro-2,3-dihydro-4H-benzo[b][1,4]oxazin-4-yl)piperidin-1-yl)methyl)-1-oxoisoindolin-2-yl)dihydropyrimidine-2,4(1H,3H)-dione FC=1C=CC2=C(OCCN2C2CCN(CC2)CC=2C=C3CN(C(C3=CC2)=O)N2C(NC(CC2)=O)=O)C1